4-[4-Cyano-3-hydroxy-6-(4-methoxy-benzyl)-pyridin-2-yl]-4-oxo-butyric acid C(#N)C1=C(C(=NC(=C1)CC1=CC=C(C=C1)OC)C(CCC(=O)O)=O)O